ClC1=CC=C(C(=N1)C1=CC2=C(B(OC2)O)C=C1)N[C@H](C)C=1C=C(C=C2C(C(=C(OC12)N1CCCCC1)C)=O)C (R)-8-(1-((6-chloro-2-(1-hydroxy-1,3-dihydrobenzo[c][1,2]oxaborol-5-yl)pyridin-3-yl)amino)ethyl)-3,6-dimethyl-2-(piperidin-1-yl)-4H-chromen-4-one